6-(azidomethyl)-3-(4-(trifluoromethyl)benzyl)-6,7-dihydropyrazolo[1,5-a]pyrimidine-4(5H)-carboxylic acid tert-butyl ester C(C)(C)(C)OC(=O)N1C=2N(CC(C1)CN=[N+]=[N-])N=CC2CC2=CC=C(C=C2)C(F)(F)F